1-(benzo[d][1,3]dioxol-4-ylmethyl)-3-fluoro-5-(2-(3-(2-fluorobenzyl)-3-phenylpropylsulfonyl)-6-methylpyrimidin-4-yl)pyridin-2(1H)-one O1COC2=C1C=CC=C2CN2C(C(=CC(=C2)C2=NC(=NC(=C2)C)S(=O)(=O)CCC(C2=CC=CC=C2)CC2=C(C=CC=C2)F)F)=O